3,5-dibromo-4-methoxybenzoyl chloride BrC=1C=C(C(=O)Cl)C=C(C1OC)Br